[Si](C1=CC=CC=C1)(C1=CC=CC=C1)(C(C)(C)C)OCC(C=1OC(=NN1)C)NC(OC(C)(C)C)=O tert-butyl (2-((tert-butyldiphenylsilyl)oxy)-1-(5-methyl-1,3,4-oxadiazol-2-yl)ethyl)carbamate